N-(6-(dimethylamino)hexyl)-6-[76Br]bromonicotinamide CN(CCCCCCNC(C1=CN=C(C=C1)[76Br])=O)C